tert-butyl (2R,5S)-5-((R)-2-hydroxy-1-(2-hydroxybenzamido)ethyl)-1-methylpyrrolidine-2-carboxylate OC[C@H](NC(C1=C(C=CC=C1)O)=O)[C@@H]1CC[C@@H](N1C)C(=O)OC(C)(C)C